4-fluoro-2-((2R,4S)-4-fluoro-1-(3-(1-(2-hydroxycyclopropyl)-1H-1,2,3-triazol-4-yl)imidazo[1,2-b]pyridazin-6-yl)pyrrolidin-2-yl)phenol FC1=CC(=C(C=C1)O)[C@@H]1N(C[C@H](C1)F)C=1C=CC=2N(N1)C(=CN2)C=2N=NN(C2)C2C(C2)O